CC=1SC2=C(N1)C(=CC(=C2)C(=O)N2C[C@@H]1C([C@@H]1C2)OC2=NC(=CC(=C2)C(C)(C)NC(OCC2=CC=CC=C2)=O)C2=CC=C(C=C2)F)C benzyl (2-(2-(((1R,5S,6s)-3-(2,4-dimethylbenzo[d]thiazole-6-carbonyl)-3-azabicyclo[3.1.0]hexan-6-yl)oxy)-6-(4-fluorophenyl)pyridin-4-yl)propan-2-yl)carbamate